(R)-2-(2-(4-(tert-butoxycarbonyl)piperazin-1-yl)-5-((1-(dibenzo[b,d]furan-2-yl)ethyl)amino)-6-oxopyrimidin-1(6H)-yl)acetic acid C(C)(C)(C)OC(=O)N1CCN(CC1)C=1N(C(C(=CN1)N[C@H](C)C1=CC2=C(OC3=C2C=CC=C3)C=C1)=O)CC(=O)O